COC(=O)C1=CC(=NC(=C1)C)C=1C=NN(C1)C 4-(4-(methoxycarbonyl)-6-methylpyridin-2-yl)-1-methyl-1H-pyrazole